(S)-4-(6-cyano-7-(2-(dimethylamino)-5-(methoxycarbonyl)phenyl)-1-(2-isopropyl-4-Methylpyridin-3-yl)-2-oxo-1,2-dihydropyrido[2,3-d]pyrimidin-4-yl)-3-methylpiperazine-1-carboxylate C(#N)C1=CC2=C(N(C(N=C2N2[C@H](CN(CC2)C(=O)[O-])C)=O)C=2C(=NC=CC2C)C(C)C)N=C1C1=C(C=CC(=C1)C(=O)OC)N(C)C